CO[C@H]1COCCC1 (3R,4S)-3-Methoxytetrahydro-2H-pyran